decyl α-trimethoxysilylpropionate CO[Si](C(C(=O)OCCCCCCCCCC)C)(OC)OC